(6-chloro-2-methoxy-pyridin-3-yl)-(1-methyl-pyrrolidin-3-yl)-amine ClC1=CC=C(C(=N1)OC)NC1CN(CC1)C